5-fluoro-3-methoxy-1-(2-pyridinyl)-4-trifluoromethylpyrazole FC1=C(C(=NN1C1=NC=CC=C1)OC)C(F)(F)F